[O].COC1C(C(N(CC1)C)(C)C)C 4-methoxy-tetramethylpiperidine oxygen